2,6-bis(2'-hydroxy-3-t-butyl-5'-methyl-benzyl)-4-methylphenol OC1=C(CC2=C(C(=CC(=C2)C)CC2=C(C(=CC(=C2)C)C(C)(C)C)O)O)C=C(C=C1C(C)(C)C)C